FC=1C=C(C=CC1)[C@@H]1N(CCC1)C=1C=CC=2N(N1)C(=CN2)C2=CC=CC(=N2)N2CCN(CC2)CC(=O)N 2-(4-(6-(6-((R)-2-(3-fluorophenyl)pyrrolidin-1-yl)imidazo[1,2-b]-pyridazin-3-yl)pyridin-2-yl)piperazin-yl)acetamide